BrC1=CC=C2C(=C3C(=C4CCC[N+]5=C4C(=C3)CCC5)OC2=C1F)C1=C(C=C(C=C1)S(=O)(=O)O)S(=O)(=O)[O-] 2-(12-bromo-13-fluoro-1,2,3,5,6,7-hexahydrochromeno[2,3-f]pyrido[3,2,1-ij]quinolin-4-ium-9-yl)-5-sulfobenzenesulfonate